C1(CCCCC1)SC=1C=2N(C(=NC1)N1CCC3(CCC[C@H]3N)CC1)C=CN2 (R)-8-(8-(cyclohexylthio)imidazo[1,2-c]pyrimidin-5-yl)-8-azaspiro[4.5]decan-1-amine